(S)-1-(4,4-dimethyltetrahydrofuran-3-yl)-2-(4-(6-((5-ethoxy-1,3,4-thiadiazol-2-yl)methoxy)-5-fluoropyridin-2-yl)-2-fluoro-5-methylbenzyl)-1H-benzo[d]imidazole-6-carboxylic acid CC1([C@@H](COC1)N1C(=NC2=C1C=C(C=C2)C(=O)O)CC2=C(C=C(C(=C2)C)C2=NC(=C(C=C2)F)OCC=2SC(=NN2)OCC)F)C